8-methoxy-3-(4-(4-phenylpiperazin-1-yl)butoxy)-6H-benzo[c]benzopyran-6-one COC=1C=CC2=C(C(OC3=C2C=CC(=C3)OCCCCN3CCN(CC3)C3=CC=CC=C3)=O)C1